BrCCCC=CCCCBr 1,8-dibromo-4-octene